hydroxyethyl-methacrylate OCCOC(C(=C)C)=O